FC=1C=NC(=NC1)NC(CN1C(C2=CC=C(C(=C2C2(C(C2)(F)F)C1)F)Br)=O)=O N-(5-fluoropyrimidin-2-yl)-2-[6-bromo-1',1',5-trifluoro-1-oxospiro[3H-isoquinoline-4,2'-cyclopropane]-2-yl]Acetamide